ClC=1C=C2C(=C3C1NC(NC31CCCCC1)=O)OC(=N2)CN2C[C@H](CCC2)OC 5-chloro-2-{[(3S)-3-methoxypiperidin-1-yl]methyl}-7,8-dihydro-6H-spiro[[1,3]oxazolo[5,4-f]quinazoline-9,1'-cyclohexane]-7-one